C(C)(C)(C)C1N(CCC12CCN(CC2)C(=O)OC2C(CCCC2)NC2=NN=C(C1=CC=CC=C21)Br)C=2C=NC(=NC2)CC 2-((4-bromophthalazin-1-yl)amino)cyclohexanol tert-butyl-2-(2-ethylpyrimidin-5-yl)-2,8-diazaspiro[4.5]decane-8-carboxylate